C(C)(=O)O.C(C)(=O)N1CC(CCC1C)C(N)=N 1-acetyl-6-methylpiperidine-3-carboximidamide acetate